C1(CC1)N1[C@H](CN(CC1)C=1C=CC=2N(C(C=CN2)=O)C1)C 7-[(3S)-4-cyclopropyl-3-methylpiperazin-1-yl]-4H-pyrido[1,2-a]pyrimidin-4-one